FC1=C(C=C(C2=CC=CC=C12)C1=CC=CC=C1)B(O)O (1-fluoro-4-phenyl-naphthalene-2-yl)boronic acid